4-(4-Fluoro-3-{[4-(2-methyl-3-oxo-1-pyridin-2-yl-2,3-dihydro-1H-pyrazolo[3,4-d]pyrimidin-6-yl)piperazin-1-yl]carbonyl}benzyl)phthalazin-1(2H)-one FC1=C(C=C(CC2=NNC(C3=CC=CC=C23)=O)C=C1)C(=O)N1CCN(CC1)C1=NC=C2C(=N1)N(N(C2=O)C)C2=NC=CC=C2